C(C)(C)(C)C1=CC=2C(=NC(=C(C2)F)[C@H]2CCC[C@H]([C@@H](N2)CO)OC(C)C)N1C [(2S,3R,7R)-7-(2-tert-butyl-5-fluoro-1-methyl-pyrrolo[2,3-b]pyridin-6-yl)-3-isopropoxy-azepan-2-yl]methanol